4-(3-methoxypyrrolidin-1-yl)-6-[3-(3-methylphenyl)-1H-pyrazol-1-yl]-2-[(oxolan-2-yl)methoxy]pyrimidine COC1CN(CC1)C1=NC(=NC(=C1)N1N=C(C=C1)C1=CC(=CC=C1)C)OCC1OCCC1